N1=CC(=CC2=CC=C3C=C(C=NC3=C12)C=1N=NN(C1)C1=CC(=C(C(=O)O)C=C1)O)C=1N=NN(C1)C1=CC(=C(C(=O)O)C=C1)O 4,4'-((1,10-phenanthroline-3,8-diyl)bis(1H-1,2,3-triazole-4,1-diyl))bis(2-hydroxybenzoic acid)